C1(CC(C1)O)O 1,3-CYCLOBUTANEDIOL